4-nitro-1-(oxolan-3-yl)pyrazole 2,2-dimethylpropane-1,3-diyl-bis(2-methylacrylate) CC(CC=C(C(=O)O)C)(CC=C(C(=O)O)C)C.[N+](=O)([O-])C=1C=NN(C1)C1COCC1